5-[4-amino-5-(trifluoromethyl)pyrrolo-[2,1-f][1,2,4]triazin-7-yl]-3-fluoro-N-[(3R,4S)-4-fluoro-1-[2-hydroxy-2-(trifluoromethyl)butanoyl]pyrrolidin-3-yl]-2-methylbenzamide NC1=NC=NN2C1=C(C=C2C=2C=C(C(=C(C(=O)N[C@@H]1CN(C[C@@H]1F)C(C(CC)(C(F)(F)F)O)=O)C2)C)F)C(F)(F)F